O=C1NC(=O)C(Br)=C1Br 3,4-dibromomaleimide